O\C(\C=C1C(OC(OC1=O)(C)C)=O)=C/C=C/N1CCC(CC1)CCC(C(=C)C)=O 5-((2Z,4E)-2-hydroxy-5-(4-(4-methyl-3-oxo-4-penten-1-yl)piperidin-1-yl)penta-2,4-dien-1-ylidene)-2,2-dimethyl-1,3-dioxane-4,6-dione